1,2-Benzisothiazole-3(2H)-one S1NC(C2=C1C=CC=C2)=O